FC1=C(C=CC=C1C(F)(F)F)CC(=O)NC=1C=NC(=C(C1)F)N1C=NC(=C1)C1NCCC1 2-(2-fluoro-3-(trifluoromethyl)phenyl)-N-(5-fluoro-6-(4-(pyrrolidin-2-yl)-1H-imidazol-1-yl)pyridin-3-yl)acetamide